C(C(=C)C)(=O)OCCCCCCOC1=CC=C(C(=O)O)C=C1.C1(=CC=CC=C1)C1=CC=CC=C1 biphenyl 4-(6-methacryloyloxyhexyloxy)benzoate